C(#N)C=1C=CC(=C(C1)NC(C1=C(C=CC(=C1)OC(F)(F)F)OC)=O)N1CCC(CC1)OC1=C(C=C(C=C1)F)F N-(5-cyano-2-(4-(2,4-difluorophenoxy)piperidin-1-yl)phenyl)-2-methoxy-5-(trifluoromethoxy)benzamide